COC(C1=CC(=CC(=C1)OCC1CCOCC1)C=1SC(=CN1)C(C)C)=O 3-(5-isopropyl-1,3-thiazol-2-yl)-5-(tetrahydro-2H-pyran-4-ylmethoxy)benzoic acid methyl ester